((2-(((2S)-3,3-dimethyl-1-oxo-1-((2S)-2-(2-(pyridin-4-yl)morpholine-4-carbonyl)pyrrolidin-1-yl)butan-2-yl)carbamoyl)benzo[b]thiophen-5-yl)difluoromethyl)phosphonic acid CC([C@@H](C(N1[C@@H](CCC1)C(=O)N1CC(OCC1)C1=CC=NC=C1)=O)NC(=O)C1=CC2=C(S1)C=CC(=C2)C(F)(F)P(O)(O)=O)(C)C